C(C)(C)C=1C(=NNC1C=1C=C(C=2N(C1)N=CN2)OC)C2=NC=C(C=C2)N2CC1(C2)CN(C1)CCC 6-(4-isopropyl-3-(5-(6-propyl-2,6-diazaspiro[3.3]hept-2-yl)pyridin-2-yl)-1H-pyrazol-5-yl)-8-methoxy-[1,2,4]triazolo[1,5-a]pyridine